[Cu+2].C(C)(=O)[O-].C(C)(=O)[O-] Diacetic acid copper salt